spiro[5,6-dihydropyrrolo[1,2-b][1,2,4]triazole-7,3'-tetrahydrofuran]-2-carboxylic acid ethyl ester C(C)OC(=O)C=1N=C2N(N1)CCC21COCC1